di(ethylenediamine) phosphate P(=O)(O)(O)O.C(CN)N.C(CN)N